5-(2-((4-(4-methylpiperazin-1-yl)phenyl)amino)quinazolin-8-yl)pyridin CN1CCN(CC1)C1=CC=C(C=C1)NC1=NC2=C(C=CC=C2C=N1)C=1C=CC=NC1